N-(3-(4-bromophenyl)propyl)-5-oxopyrrolidine-3-carboxamide BrC1=CC=C(C=C1)CCCNC(=O)C1CNC(C1)=O